C1(CC1)CN1C2CNCC1CC2 8-(cyclopropylmethyl)-3,8-diazabicyclo[3.2.1]octane